2-((perfluorophenyl)thio)-1,3,2-oxathiaphosphinane 2-oxide FC1=C(C(=C(C(=C1F)F)F)F)SP1(OCCCS1)=O